methyl 7-(2-(dimethylamino)-3-((8-(2-octylcyclopropyl)-octyl)oxy)propoxy)heptanoate CN(C(COCCCCCCC(=O)OC)COCCCCCCCCC1C(C1)CCCCCCCC)C